(4-tert-butylcyclohexyl)cyclohexyl fumarate C(\C=C\C(=O)[O-])(=O)OC1(CCCCC1)C1CCC(CC1)C(C)(C)C